tert-butyl (S)-(1-(3-((3-(difluoromethyl)-1-(piperidin-4-yl)-1H-pyrazol-4-yl)carbamoyl)pyrazolo[1,5-a]pyrimidin-5-yl)piperidin-3-yl)carbamate FC(C1=NN(C=C1NC(=O)C=1C=NN2C1N=C(C=C2)N2C[C@H](CCC2)NC(OC(C)(C)C)=O)C2CCNCC2)F